C(C)(N[C@H](C(=O)N1[C@@H]([C@H]2C([C@H]2C1)(C)C)C(=O)OC)C(C)(C)C)=S methyl (1R,2S,5S)-3-((S)-2-ethanethioamido-3,3-dimethylbutanoyl)-6,6-dimethyl-3-azabicyclo[3.1.0]hexane-2-carboxylate